(R)-(2-((8-(3-aminopiperidin-1-yl)-7-(but-2-yn-1-yl)-3-methyl-2,6-dioxo-2,3,6,7-tetrahydro-1H-purin-1-yl)methyl)phenyl)boronic acid N[C@H]1CN(CCC1)C1=NC=2N(C(N(C(C2N1CC#CC)=O)CC1=C(C=CC=C1)B(O)O)=O)C